octafluoropentyl 1,1,2,2-tetrafluoroethyl ether FC(C(F)F)(F)OC(C(C(CC(F)(F)F)F)(F)F)(F)F